2-(1H-benzo[d]imidazol-2-yl)-N4-(3-(4-methylpiperazin-1-yl)propyl)quinazoline-2,4-diamine N1C(=NC2=C1C=CC=C2)C2(NC1=CC=CC=C1C(=N2)NCCCN2CCN(CC2)C)N